N[C@@H]1C(CN(C1)C=1C2=CN(N=C2C=CC1NC(=O)C1=NN(C(C=C1)=O)C1=C(C=CC=C1F)F)C1CC1)(C)C (R)-N-(4-(4-amino-3,3-dimethylpyrrolidin-1-yl)-2-cyclopropyl-2H-indazol-5-yl)-1-(2,6-difluorophenyl)-6-oxo-1,6-dihydropyridazine-3-carboxamide